trihexyl-tetradecyl-phosphonium persulfate S(=O)(=O)([O-])OOS(=O)(=O)[O-].C(CCCCC)[P+](CCCCCCCCCCCCCC)(CCCCCC)CCCCCC.C(CCCCC)[P+](CCCCCC)(CCCCCC)CCCCCCCCCCCCCC